6-aminobenzo[c][1,2]oxaborol-1(3H)-ol NC=1C=CC2=C(B(OC2)O)C1